2-methyl-4-(1-(5-(trifluoromethyl)pyridin-2-yl)-1H-1,2,4-triazol-3-yl)aniline CC1=C(N)C=CC(=C1)C1=NN(C=N1)C1=NC=C(C=C1)C(F)(F)F